FC1=C(C(=CC=C1)F)C1=NC=2N(C(=N1)NC=1C=NN(C1)C1CCN(CC1)C1COC1)N=CC2 2-(2,6-difluorophenyl)-N-(1-(1-(oxetan-3-yl)piperidin-4-yl)-1H-pyrazol-4-yl)pyrazolo[1,5-a][1,3,5]triazin-4-amine